BrC1=C(OC2CC3(C2)CCN(CC3)C(=O)OC(C)(C)C)C=CC(=C1)C(F)(F)F tert-Butyl 2-(2-bromo-4-(trifluoromethyl)phenoxy)-7-azaspiro[3.5]nonane-7-carboxylate